N1=CN=CC2=NC3=C(N=C12)C=C(C=C3)C=O benzo[g]pteridine-8-carbaldehyde